1-(4-chloro-3-(trifluoromethyl)phenyl)-3-(2,4,5-trifluoro-3-(quinoxaline-6-carbonyl)phenyl)urea ClC1=C(C=C(C=C1)NC(=O)NC1=C(C(=C(C(=C1)F)F)C(=O)C=1C=C2N=CC=NC2=CC1)F)C(F)(F)F